NC=1C2=C(N=CN1)N(C=C2C#CC2=CC1=C(NC(=N1)C)C=C2Cl)[C@H]2C[C@@H](N(C2)C(C=C)=O)COC 1-[(2R,4S)-4-[4-Amino-5-[2-(6-chloro-2-methyl-1H-1,3-benzodiazol-5-yl)ethynyl]pyrrolo[2,3-d]pyrimidin-7-yl]-2-(methoxymethyl)pyrrolidin-1-yl]prop-2-en-1-one